(S)-2-(2-((3'-(1-aminoethyl)-5-(3-oxa-9-azaspiro[5.5]undec-9-yl)-[1,1'-biphenyl]-3-yl)methoxy)phenyl)acetic acid N[C@@H](C)C=1C=C(C=CC1)C1=CC(=CC(=C1)N1CCC2(CCOCC2)CC1)COC1=C(C=CC=C1)CC(=O)O